ethyl (trans)-5-(dibenzylamino)-1,3-dioxane-2-carboxylate C(C1=CC=CC=C1)N([C@H]1CO[C@@H](OC1)C(=O)OCC)CC1=CC=CC=C1